ClC1=CC=C(C(=N1)C(=O)O)N[C@H](C)C=1C=C(C=C2C(N(C(=NC12)N1CCC(CC1)(C)C)C)=O)C (R)-6-chloro-3-((1-(2-(4,4-dimethylpiperidin-1-yl)-3,6-dimethyl-4-oxo-3,4-dihydroquinazolin-8-yl)ethyl)amino)picolinic acid